(1,4-diazabicyclo[3.2.2]nonan-4-yl)(3-(4-fluorophenyl)-4,5-dimethyl-1H-pyrazol-1-yl)methanone N12CCN(C(CC1)CC2)C(=O)N2N=C(C(=C2C)C)C2=CC=C(C=C2)F